[Br-].[K+].NCCS(=O)(=O)OC(CCCCCCCCCCC)=O.[Na+].[Br-] sodium lauroyl taurate Potassium bromide